F[C@@H]\1[C@@]2(CCC[C@](C/C1=C\C=1N=NC(=CN1)C=1C=C3C=CN=CC3=CC1O)(N2)C)C 6-(3-((E)-((1S,2S,5R)-2-fluoro-1,5-dimethyl-9-azabicyclo[3.3.1]nonan-3-ylidene)methyl)-1,2,4-triazin-6-yl)isoquinolin-7-ol